[N].C1=CC=CC=2C3=CC=CC=C3CC12 fluorene nitrogen